FC1=C(C=CC(=C1)OC(F)(F)F)COC1CN(C1)C(=O)OC(C)(C)C tert-butyl 3-[[2-fluoro-4-(trifluoromethoxy)phenyl]methoxy]azetidine-1-carboxylate